C(C)(C)C1(C(C=CC=C1)NC1=CC=2N(C3=CC=CC=C3C2C=C1)C1=CC(=CC=C1)C1=NC=CC=C1)N 1-isopropyl-N2-(9-(3-(pyridin-2-yl)phenyl)-9H-carbazol-2-yl)benzene-1,2-diamine